OC(=S)CCCC[C@@H]1SC[C@@H]2NC(=S)N[C@H]12 dithiobiotin